OCC[C@H](C1=NC=CC=C1)NC(=O)C1=CC2=CC=CC(=C2C=C1)OC1=CC=C(C=C1)C(F)(F)F (R)-N-(3-hydroxy-1-(pyridin-2-yl)propyl)-5-(4-(trifluoromethyl)phenoxy)-2-naphthamide